(R)-5-(azetidin-3-ylamino)-N-(1-(3-(furan-2-yl)phenyl)ethyl)-2-methylbenzamide N1CC(C1)NC=1C=CC(=C(C(=O)N[C@H](C)C2=CC(=CC=C2)C=2OC=CC2)C1)C